COC(C(CC(C)C)N1N=C(C=C(C1=O)C(F)(F)F)\C=C\OCC)=O (E)-2-(3-(2-Ethoxyvinyl)-6-oxo-5-(trifluoromethyl)pyridazin-1(6H)-yl)-4-methylpentanoic acid methyl ester